(6R)-6-methyl-1,4-oxazepan-6-ol C[C@]1(CNCCOC1)O